ClC=1C=C(C=C(C1)Cl)C=1C=CC=C2C(=C(C=NC12)N)C1CCOCC1 8-(3,5-dichlorophenyl)-4-(tetrahydro-2H-pyran-4-yl)quinolin-3-amine